(1-acryloylazepan-3-ylamino)-7-fluoro-4-(4-(2-methoxyethoxy)phenylamino)-1H-pyrrolo[3,4-c]pyridin-3(2H)-one C(C=C)(=O)N1CC(CCCC1)NC1NC(C=2C(=NC=C(C21)F)NC2=CC=C(C=C2)OCCOC)=O